CC(=C1CC[C@H]2[C@@H]3CCC4=CCCC[C@]4(C)[C@H]3CC[C@]12C)C(=O)O pregna-4,17(20)-diene-20-carboxylic acid